C1(CC1)C1=NC=CC=C1C1=C(OC=2C(=NC=NC2)N2CC3(CCN(C3)CC3=CC=C4C(C(NC4=C3)=O)(C)C)CC2)C=CC(=C1)F 6-((7-(5-(2-(2-cyclopropylpyridin-3-yl)-4-fluorophenoxy)pyrimidin-4-yl)-2,7-diazaspiro[4.4]non-2-yl)methyl)-3,3-dimethylindolin-2-one